FC=1C=C(CNC=2C=C3/C(/C(NC3=CC2)=O)=C/C=2NC(=CC2C)C)C=C(C1)F (Z)-5-((3,5-difluorobenzyl)amino)-3-((3,5-dimethyl-1H-pyrrol-2-yl)methylene)indolin-2-one